heptyl-dimethoxyethoxysilane C(CCCCCC)[SiH2]OCC(OC)OC